6-(1-(tert-butyl)-1H-pyrazol-4-yl)-4-((3-fluoropyridin-2-yl)thio)pyrazolo[1,5-a]pyridine-3-carbonitrile C(C)(C)(C)N1N=CC(=C1)C=1C=C(C=2N(C1)N=CC2C#N)SC2=NC=CC=C2F